1-methyl-5-(trifluoromethyl)imidazo[4,5-f]quinoline methyl-1-[[4-[5-(trifluoromethyl)-1,2,4-oxadiazol-3-yl]phenyl]methyl]pyrazole-4-carboxylate COC(=O)C=1C=NN(C1)CC1=CC=C(C=C1)C1=NOC(=N1)C(F)(F)F.CN1C=NC=2C1=C1C=CC=NC1=C(C2)C(F)(F)F